C1N(CCC2=CN=CC=C12)CCC1=CC=C(C=C1)N1N=C(N=N1)C1=C(N)C=C(C(=C1)OC)OC 2-(2-(4-(2-(3,4-Dihydro-2,6-naphthyridin-2(1H)-yl)ethyl)phenyl)-2H-tetrazol-5-yl)-4,5-dimethoxyaniline